C(#N)COC1=C(C=C(C=C1)CC)S(=O)(=O)NC1=NOC2=C1C(=CC(=C2)CN2N=CC(=C2)CNC(C(=C)F)=O)OC N-((1-((3-((2-(cyanomethoxy)-5-ethylphenyl)sulfonamido)-4-methoxybenzo[d]isoxazol-6-yl)methyl)-1H-pyrazol-4-yl)methyl)-2-fluoroacrylamide